(4S,4'R)-6-chloro-4'-[(isopropylamino)methyl]-1'-(4-isoquinolyl)-2-[(1-methyltriazol-4-yl)methyl]spiro[3H-isoquinoline-4,3'-pyrrolidine]-1,2'-dione ClC=1C=C2C(=CC1)C(N(C[C@@]21C(N(C[C@H]1CNC(C)C)C1=CN=CC2=CC=CC=C12)=O)CC=1N=NN(C1)C)=O